3-oxo-3-(p-tolyl)propionic acid O=C(CC(=O)O)C1=CC=C(C=C1)C